(S)-phenyl-(4-(trifluoromethoxy)phenyl)phosphine oxide C1(=CC=CC=C1)P(C1=CC=C(C=C1)OC(F)(F)F)=O